NC1=C2CN(C(C2=CC=C1N(C)[C@H]1[C@@H](CCCC1)NC1CCC(CC1)(F)F)=O)C1C(NC(CC1)=O)=O 3-(4-amino-5-(((1R,2R)-2-((4,4-difluorocyclohexyl)amino)cyclohexyl)(methyl)amino)-1-oxoisoindolin-2-yl)piperidine-2,6-dione